((4-fluorophenyl)amino)-4-((5-methyl-4-oxo-4,5-dihydrothieno[3,2-c]pyridin-3-yl)amino)pyrimidine-5-carboxylic acid methyl ester COC(=O)C=1C(=NC(=NC1)NC1=CC=C(C=C1)F)NC1=CSC2=C1C(N(C=C2)C)=O